4-(4-((3-(1H-pyrrol-1-yl)benzyl)amino)piperidin-1-yl)-6-methylpyrimidin-2-amine N1(C=CC=C1)C=1C=C(CNC2CCN(CC2)C2=NC(=NC(=C2)C)N)C=CC1